ClC1=CC2=C(N(C(N=C2N2[C@H](CN([C@@H](C2)C)C(C=C)=O)C)=O)C=2C(=NC=NC2C(C)C)C(C)C)N=C1C1=C(C=CC=C1)S(=O)(=O)C 6-Chloro-1-(4,6-diisopropylpyrimidin-5-yl)-4-[(2S,5R)-2,5-dimethyl-4-prop-2-enoyl-piperazin-1-yl]-7-(2-methylsulfonyl-phenyl)pyrido[2,3-d]pyrimidin-2-one